2-(1-(1H-imidazole-1-carbonyl)piperidin-4-ylidene)-2-(4-chlorophenyl)acetonitrile N1(C=NC=C1)C(=O)N1CCC(CC1)=C(C#N)C1=CC=C(C=C1)Cl